3,3-difluoro-N-(5-{1-[(4-fluorophenyl)carbamoyl]cyclobutyl}pyridin-2-yl)cyclohexane-1-carboxamide FC1(CC(CCC1)C(=O)NC1=NC=C(C=C1)C1(CCC1)C(NC1=CC=C(C=C1)F)=O)F